NC1=C2N=CN(C2=NC(=N1)F)[C@H]1C[C@@H]([C@@](O1)(C#C)CO[P@@](=O)(OC1=CC=CC=C1)N[C@@H](CC1=CC=CC=C1)C(=O)OCCCCCCCCCCCCCCCCCC)O Octadecyl ((R)-(((2R,3S,5R)-5-(6-amino-2-fluoro-9H-purin-9-yl)-2-ethynyl-3-hydroxytetrahydrofuran-2-yl) methoxy)(phenoxy)phosphoryl)-L-phenylalaninate